CC(C[C@@H](C(=O)N[C@H](C(=O)OC)CC(C)C)NS(=O)(=O)C1=C(C=CC=C1)[N+](=O)[O-])C (S)-methyl 2-[(S)-4-methyl-2-(o-nitrophenylsulfonylamino) pentanoylamino]-4-methylpentanoate